5-((1S)-1-((tert-butylsulfinyl)amino)-1,3-dihydrospiro[indene-2,4'-piperidin]-1'-yl)-8-iodoimidazo[1,2-c]pyrimidine C(C)(C)(C)S(=O)N[C@@H]1C2=CC=CC=C2CC12CCN(CC2)C2=NC=C(C=1N2C=CN1)I